NC1=NN2C(N=C(C=C2)C=2C=NC=CC2)=C1C(=O)NC(C)C1=CC(=C2C=NNC2=C1OCC)Cl 2-Amino-N-[1-(4-chloro-7-ethoxy-1H-indazol-6-yl)ethyl]-5-pyridin-3-ylpyrazolo[1,5-a]pyrimidine-3-carboxamide